C(CCCCCCC)C1=CC=C(NC2=CC=CC=C2)C=C1 4-Octyl-N-phenylaniline